[N+](=O)([O-])C1=C(C=CC(=C1)S(N)(=O)=O)NCCOCCOCCOCCOCCOCCNC([O-])=O [17-[(2-nitro-4-sulfamoylphenyl)amino]-3,6,9,12,15-pentaoxaheptadecan-1-yl]carbamate